C(C)(=O)OC[C@@H]1O[C@H]([C@H]([C@H]1OC(C)=O)OC(C)=O)OC(C)=O |&1:7| [(2S,3S,4S,SR)-3,4,5-triacetoxytetrahydrofuran-2-yl]methyl acetate